BrC1=C(C=CC=2N(C3=CC=CC=C3C3(C4=CC=CC=C4C=4C=CC=CC34)C12)C1=CC=CC=C1)C 1-bromo-2-methyl-10-phenyl-10H-spiro[acridine-9,9'-fluorene]